C(#N)C1=CC(=C(C=C1)CCCC(=O)O)NC(=O)[C@H]1[C@]2(C1)CCOC1=CC(=CC=C12)C(NC)=O 4-[4-cyano-2-({[(2'R,4S)-7-(methylcarbamoyl)-2,3-dihydrospiro[chromen-4,1'-cyclopropane]-2'-yl]carbonyl}amino)phenyl]butanoic acid